C1(CC1)C=1NC(C(=CN1)C(=O)OC)=O methyl 2-cyclopropyl-6-oxo-1,6-dihydropyrimidine-5-carboxylate